ClC1=C(C=C(C(=O)N2CC=3C(=NN4C3C(NCC4)=O)C[C@H]2C)C=C1)C(F)(F)F (R)-2-(4-chloro-3-(trifluoromethyl)benzoyl)-3-methyl-1,2,3,4,8,9-hexahydropyrido[4',3':3,4]pyrazolo[1,5-a]pyrazin-10(7H)-one